BrC1=C(C=C(C(=C1)NC1=CC=CC=C1)N)OC 5-bromo-4-methoxy-N1-phenylbenzene-1,2-diamine